C(CC(C)C)N1N=C(C(=C1)B(O)O)C(F)(F)F (1-isopentyl-3-(trifluoromethyl)-1H-pyrazol-4-yl)boronic acid